C(=O)O.C(=O)O.C(=O)O.C(=O)O.CCCC butane tetraformate